NC=1C2=C(N=CN1)N(C(=C2C2=CC=C(C=C2)OC2=NC(=CC=C2)C)C2=CCCN(C2)C(C=C)=O)C 1-[5-(4-amino-7-methyl-5-{4-[(6-methylpyridin-2-yl)oxy]phenyl}-7H-pyrrolo[2,3-d]pyrimidin-6-yl)-1,2,3,6-tetrahydropyridin-1-yl]prop-2-en-1-one